3-((2S)-3-(8-(1H-pyrazol-4-ylsulfonyl)-1-oxa-8-azaspiro[4.5]dec-3-ylamino)-2-hydroxypropoxy)-N-methylbenzenesulfonamide N1N=CC(=C1)S(=O)(=O)N1CCC2(CC(CO2)NC[C@@H](COC=2C=C(C=CC2)S(=O)(=O)NC)O)CC1